2-(2-((tert-butoxycarbonyl)amino)ethyl)-1-oxoisoindoline-4-carboxylic acid C(C)(C)(C)OC(=O)NCCN1C(C=2C=CC=C(C2C1)C(=O)O)=O